tert-butyl 2-((1-(3,6-dimethyl-4-oxo-2-(2-azaspiro[3.5]nonan-2-yl)-3,4-dihydroquinazolin-8-yl)ethyl)amino)benzoate CN1C(=NC2=C(C=C(C=C2C1=O)C)C(C)NC1=C(C(=O)OC(C)(C)C)C=CC=C1)N1CC2(C1)CCCCC2